bis(phenylpyridyl)iridium chloride C1(=CC=CC=C1)C=1C(=NC=CC1)[Ir](C1=NC=CC=C1C1=CC=CC=C1)Cl